(E)-2-benzoyl-3-(3,4-dihydroxyphenyl)prop-2-enenitrile C(C1=CC=CC=C1)(=O)\C(\C#N)=C\C1=CC(=C(C=C1)O)O